6-methyl-7-deazaadenine CC1(C2=CC=NC2=NC=N1)N